(R)-10-methyl-3-(5-methyl-2-vinylpyridin-4-yl)-9,10,11,12-tetrahydro-8H-[1,4]diazepino[5',6':4,5]thieno[3,2-f]quinolin-8-one C[C@H]1NC(C2=C(C=3C=4C=CC(=NC4C=CC3S2)C2=CC(=NC=C2C)C=C)NC1)=O